NC1=NC=NN2C1=NC=C2[C@H]2[C@@H]([C@@H]([C@](O2)(CO)F)O)O (2S,3S,4R,5S)-5-(4-aminoimidazo[2,1-f][1,2,4]triazin-7-yl)-2-fluoro-2-(hydroxymethyl)tetrahydrofuran-3,4-diol